N[C@H]1CCC2=C(C(=CC=3N=C4C5=CC=6[C@@](COCC6CN5CC4=C1C23)(O)CC)F)C (10S,23S)-23-amino-10-ethyl-18-fluoro-10-hydroxy-19-methyl-8-oxa-4,15-diazahexacyclo[14.7.1.02,14.04,13.06,11.020,24]tetracosa-1,6(11),12,14,16(24),17,19-heptaene